CN(C1=CC(=C(C(=C1)F)[C@H]1[C@@H](C(NC1)=O)C(=O)O)F)C |o1:9,10| (3S*,4R*)-4-[4-(dimethylamino)-2,6-difluorophenyl]-2-oxopyrrolidine-3-carboxylic acid